perfluorononyl acrylate C(C=C)(=O)OC(C(C(C(C(C(C(C(C(F)(F)F)(F)F)(F)F)(F)F)(F)F)(F)F)(F)F)(F)F)(F)F